2,3,4,5-tetrahydro-1H-pyrido[2,3-e][1,4]diazepine N1CCNCC2=C1N=CC=C2